methyl (2S)-2-[benzyl-[(2R)-2-(tert-butoxycarbonylamino)propanoyl]amino]-2-phenylacetate C(C1=CC=CC=C1)N([C@H](C(=O)OC)C1=CC=CC=C1)C([C@@H](C)NC(=O)OC(C)(C)C)=O